OCCC1(OC2(C1)C(NC(CC2)=O)=O)C 2-(2-Hydroxyethyl)-2-methyl-1-oxa-6-azaspiro[3.5]nonane-5,7-dione